5-bromo-1-(oxan-2-yl)pyrazolo[3,4-b]pyridine-4-carboxamide BrC1=C(C2=C(N=C1)N(N=C2)C2OCCCC2)C(=O)N